O[C@@H](C(=O)OCC1=CC=CC=C1)CC1=CC=C(C=C1)N1CCOCC1 benzyl (2R)-2-hydroxy-3-[4-(morpholin-4-yl)phenyl]propanoate